C1(CC1)C(CO)CO 2-cyclopropylpropane-1,3-diol